C[Si](C)(C)C=C(C#N)C1=CC=CC=C1 trimethylsilyl-phenyl-propenenitrile